Cis-4-(3-(pyridin-4-yl)phenyl)-N,N-dimethyl-1,2,3,4-tetrahydronaphthalen-2-amine N1=CC=C(C=C1)C=1C=C(C=CC1)[C@@H]1C[C@@H](CC2=CC=CC=C12)N(C)C